FC=1C=C(C=CC1)C1(CCCCC1)C#N 1-(3-fluorophenyl)cyclohexanecarbonitrile